C[S+](CC[C@@H](NC(CCCCCCCCCCC)=O)C(=O)O)C S-methyl-N-lauroyl-D-methionine